tert-butyl (3S,5S)-3-((4-(2-((4-((cyclopropylmethyl)sulfonamido)-2-methylnaphthalen-1-yl)oxy)pyridin-3-yl)pyrimidin-2-yl)amino)-5-fluoropiperidine-1-carboxylate C1(CC1)CS(=O)(=O)NC1=CC(=C(C2=CC=CC=C12)OC1=NC=CC=C1C1=NC(=NC=C1)N[C@@H]1CN(C[C@H](C1)F)C(=O)OC(C)(C)C)C